C(#C)C=1C(=CC=C2C=C(C=C(C12)C1=C(C=2N=C(N=C(C2C(O1)=O)NCC1=CNC2=NC=CC=C21)OCC2(CC2)CN2CCOCC2)C)O)F 7-(8-ethynyl-7-fluoro-3-hydroxynaphthalen-1-yl)-8-methyl-2-{[1-(morpholin-4-ylmethyl)cyclopropyl]methoxy}-4-({1H-pyrrolo[2,3-b]pyridin-3-ylmethyl}amino)pyrano[4,3-d]pyrimidin-5-one